FC=1C=C(C=CC1N1CCN(CC1)C)NC=1N=CC2=C(N1)N(C(=C2)C2CC2)C2=CC=CC(=N2)C(C)(C)O 2-(6-(2-((3-fluoro-4-(4-methylpiperazin-1-yl)phenyl)amino)-6-cyclopropyl-7H-pyrrolo[2,3-d]pyrimidin-7-yl)pyridin-2-yl)propan-2-ol